3-(4-Chlorophenyl)-N-[(4-methoxyphenyl)methyl]-N-methyl-1H-pyrazolo[4,3-d]pyrimidine-5-carboxamide ClC1=CC=C(C=C1)C1=NNC2=C1N=C(N=C2)C(=O)N(C)CC2=CC=C(C=C2)OC